ClC=1C=C2CO[C@]3(O[C@@H]([C@H]([C@@H]([C@H]3O)O)O)C)C2=CC1[C@H](O)C=1SC(=CC1)CC (1S,3'R,4'S,5'S,6'R)-5-chloro-6-((S)-(5-ethylthiophene-2-yl)(hydroxyl)methyl)-6'-methyl-3',4',5',6'-tetrahydro-3H-spiro[isobenzofuran-1,2'-pyran]-3',4',5'-triol